OC=1C=C2CCC(C(C2=CC1)C1=CC=C(C=C1)N1CCC(CC1)N1CCN(CC1)CC=1C=C(C=CC1)N1C(NC(CC1)=O)=O)C1=CC=CC=C1 1-(3-((4-(1-(4-(6-hydroxy-2-phenyl-1,2,3,4-tetrahydronaphthalen-1-yl)phenyl)piperidin-4-yl)piperazin-1-yl)methyl)phenyl)dihydropyrimidine-2,4(1H,3H)-dione